3-([trans-2-(2-((tert-butyldimethylsilyl)oxy)ethyl)cyclopropyl])pyridine [Si](C)(C)(C(C)(C)C)OCC[C@H]1[C@@H](C1)C=1C=NC=CC1